CN1C(=NC=C1)[C@]1(NC(NC1=O)=O)CNC(=O)C1=NN(N=C1)C1=CC(=C(C(=C1)F)F)F |r| rac-N-{[4-(1-methyl-1H-imidazol-2-yl)-2,5-dioxoimidazolidin-4-yl]methyl}-2-(3,4,5-trifluorophenyl)-2H-1,2,3-triazole-4-carboxamide